2-(benzo[d]oxazol-2-ylamino)-N-(2-(dimethylamino)ethyl)-1-methyl-1H-benzo[d]imidazole-5-carboxamide O1C(=NC2=C1C=CC=C2)NC2=NC1=C(N2C)C=CC(=C1)C(=O)NCCN(C)C